C(#N)COC1=CC2=C(N=C(O2)C=2C(=C(C=CC2)C2=CC=CC=C2)C)C=C1CN1[C@@H](CCCC1)C(=O)O (2S)-1-{[6-(cyanomethoxy)-2-(2-methylbiphenyl-3-yl)-1,3-benzoxazol-5-yl]methyl}piperidine-2-carboxylic acid